NC([C@H](CCC(=O)OC)N1C(C2=CC=C(C(=C2C1)F)N1CCC(CC1)C(OC)OC)=O)=O methyl (4S)-5-amino-4-[5-[4-(dimethoxymethyl)-1-piperidyl]-4-fluoro-1-oxo-isoindolin-2-yl]-5-oxo-pentanoate